p-amidinophenylalanine C(N)(=N)C1=CC=C(C[C@H](N)C(=O)O)C=C1